[C@H]1([C@H](C([C@H]([C@@H](C1O)OP(=O)(O)O)OP(=O)(O)O)OP(=O)(O)OP(=O)(O)O)OP(=O)(O)O)OP(=O)(O)O The molecule is a myo-inositol tetrakisphosphate that consists of myo-inositol having the four phospho groups located at positions 2, 3, 4 and 6 as well as a diphospho group at position 5. It derives from a myo-inositol. It is a conjugate acid of a 5-diphospho-1D-myo-inositol 1,3,4,6-tetrakisphosphate(11-).